3-cyclopropoxy-1-(2,2-difluoroethyl)-1H-pyrazol-4-amine C1(CC1)OC1=NN(C=C1N)CC(F)F